N-phenyl phosphoramidate P(NC1=CC=CC=C1)([O-])(=O)O